C(C)N(CC)C1=C(C=CC=C1)B(O)O 2-(N,N-diethylamino)phenylboronic acid